NC1=C(C=CC=C1[N+](=O)[O-])NC(C1=CC(=CC(=C1)C(F)(F)F)N1C=NC(=C1)C)=O N-(2-amino-3-nitrophenyl)-3-(4-methyl-1H-imidazol-1-yl)-5-(trifluoromethyl)benzamide